NC1=NC(=NC(=C1N=O)O)O 4-amino-2,6-dihydroxy-5-nitrosopyrimidine